C(C1=CC=CC=C1)N1C(N(CC1)CC1=C(N=NN1C)C1=CC=C(O[C@@H]2C[C@H](CCC2)C(=O)OC)C=C1)=C=O |r| (+/-)-methyl (1S,3S)-3-(4-(5-((3-benzyl-2-carbonylimidazolidin-1-yl) methyl)-1-methyl-1H-1,2,3-triazol-4-yl)phenoxy)cyclohexane-1-carboxylate